C(CCC(=O)C)(=O)[O-].CC1=C(C=NC=C1C)[C@H]1[NH+](CCC1)C (2S)-2-(4,5-dimethylpyridin-3-yl)-1-methylpyrrolidin-1-ium levulinate